N-(5-((1-methyl-1H-indazol-5-yl)ethynyl)-8-(methylamino)-2,7-naphthyridin-3-yl)cyclopropanecarboxamide CN1N=CC2=CC(=CC=C12)C#CC1=C2C=C(N=CC2=C(N=C1)NC)NC(=O)C1CC1